N-(3-methyl-2-(4-methylpiperazin-1-yl)butyl)-2-(pyrrolidin-1-yl)quinazolin-4-amine CC(C(CNC1=NC(=NC2=CC=CC=C12)N1CCCC1)N1CCN(CC1)C)C